6-fluoro-1-(4-fluoro-3-methylphenyl)-4-(methoxymethoxy)-2-(tetrahydro-2H-pyran-4-yl)-1H-indole FC1=CC(=C2C=C(N(C2=C1)C1=CC(=C(C=C1)F)C)C1CCOCC1)OCOC